N-(3-cyano-4-methyl-1H-indol-7-yl)-2-(1-methylpiperidin-3-yl)thiazole-5-sulfonamide C(#N)C1=CNC2=C(C=CC(=C12)C)NS(=O)(=O)C1=CN=C(S1)C1CN(CCC1)C